C1(CCC1)CN1N=CC(=C1)NC(=O)C1=NC(=CC=C1)C=1C=NN(C1)CC=1C=NC=CC1 N-[1-(cyclobutylmethyl)-1H-pyrazol-4-yl]-6-[1-(pyridin-3-ylmethyl)-1H-pyrazol-4-yl]pyridine-2-carboxamide